Cl.C1(CC1)CNC=1N=CC2=C(N1)N(C(C(=C2)C=2C(=C(C=CC2F)NS(=O)(=O)N2C[C@@H](CC2)F)F)=O)[C@H]2CNCC2 |&1:35| (3R)-N-[3-[2-(cyclopropylmethylamino)-7-oxo-8-[(3RS)-pyrrolidin-3-yl]pyrido[2,3-d]pyrimidin-6-yl]-2,4-difluorophenyl]-3-fluoropyrrolidine-1-sulfonamide hydrochloride